[Si](C)(C)(C(C)(C)C)OCCN(S(=O)(=O)C(C)(C)C)[C@H]1CCC2=C(C=CC=C12)C#N (S)-N-(2-((tert-butyldimethylsilyl)oxy)ethyl)-N-(4-cyano-2,3-dihydro-1H-indene-1-yl)-2-methylpropane-2-sulfonamide